(2r,4s)-4-fluoro-2-[5-fluoro-3-(methylthio)phenyl]pyrrolidine hydrochloride Cl.F[C@H]1C[C@@H](NC1)C1=CC(=CC(=C1)F)SC